C(CCC#CC)N1N=C2C(CN(CC2)C(=O)OC(C)(C)C)=C1C=NO tert-Butyl 2-(hex-4-yn-1-yl)-3-[(hydroxyimino)methyl]-2,4,6,7-tetrahydro-5H-pyrazolo[4,3-c]-pyridine-5-carboxylate